(S)-1-methyl-2-oxo-7-((tetrahydrofuran-3-yl)oxy)-4-(6-((1-(trifluoromethyl)cyclopropyl)ethynyl)-2,3-dihydrobenzo[e][1,4]oxazepin-1(5H)-yl)-1,2-dihydroquinazoline-6-carbonitrile CN1C(N=C(C2=CC(=C(C=C12)O[C@@H]1COCC1)C#N)N1CCOCC2=C1C=CC=C2C#CC2(CC2)C(F)(F)F)=O